copper 1-(2-pyridylazo)-2-naphthol N1=C(C=CC=C1)N=NC1=C(C=CC2=CC=CC=C12)O.[Cu]